O1COC2=C1C=CC(=C2)CCC(=O)NCC2=CC=C(C=C2)C=2SC=CC2 3-(benzo[d][1,3]dioxol-5-yl)-N-(4-(thien-2-yl)benzyl)propanamide